CC(CCCCN)CCCCCCN 5-methyl-undecane-1,11-diamine